[Fe].[Ni].C12N(CCC2C1)C(=O)C1=CC=C(C=C1)C1=C(N(C=2N=CN=C(C21)N)C)C2=CC=C(C=C2)NC(C(=C)C)=O N-(4-(5-(4-(2-azabicyclo[3.1.0]hexane-2-carbonyl)phenyl)-4-amino-7-methyl-7H-pyrrolo[2,3-d]pyrimidin-6-yl)phenyl)methacrylamide nickel-iron salt